CO\N=C(\C(=O)NC)/C1=C(C=CC=C1)/C=N/OC(C)C1=CC(=CC=C1)C(F)(F)F (2E)-2-(Methoxyimino)-N-methyl-2-{2-[(E)-({1-[3-(trifluoromethyl)phenyl]ethoxy}imino)methyl]phenyl}acetamide